3-(5-(benzyloxy)-7-morpholinopyrazolo[1,5-a]pyrimidin-2-yl)-5-methyl-1H-pyrazole-1-carboxylic acid tert-butyl ester C(C)(C)(C)OC(=O)N1N=C(C=C1C)C1=NN2C(N=C(C=C2N2CCOCC2)OCC2=CC=CC=C2)=C1